methyl (6R,7S)-7-({[1,1'-biphenyl]-3-yl}methyl)-2-oxo-3-oxa-1,8-diazaspiro[5.5]undecane-8-carboxylate C1(=CC(=CC=C1)C[C@H]1[C@]2(CCOC(N2)=O)CCCN1C(=O)OC)C1=CC=CC=C1